Ethyl (Z)-5-(4-(2-aminoethoxy)-3-hydroxybenzylidene)-4-oxo-2-(phenylamino)-4,5-dihydrothiophene-3-carboxylate NCCOC1=C(C=C(\C=C/2\C(C(=C(S2)NC2=CC=CC=C2)C(=O)OCC)=O)C=C1)O